5,5'-Bi-1H-tetrazole disodium salt [Na].[Na].N1N=NN=C1C1=NN=NN1